(3-(1H-indol-7-yl)-1,5-dimethyl-1,2,5,6-tetrahydropyridin-2-yl)methanol N1C=CC2=CC=CC(=C12)C=1C(N(CC(C1)C)C)CO